C(CCCCCCCCC)OC1=CC=C(C=C1)[I+]C1=CC=C(C=C1)OCCCCCCCCCC di(4-decyloxyphenyl)iodonium